2,2-bis(4-hydroxyphenyl)-N-methylacetamide OC1=CC=C(C=C1)C(C(=O)NC)C1=CC=C(C=C1)O